N-(6-methyl-5-(1-methyl-7-(methylthio)-2-oxo-1,2-dihydropyrimido[4,5-d]pyrimidin-3(4H)-yl)pyridin-3-yl)-3-(trifluoromethyl)benzamide CC1=C(C=C(C=N1)NC(C1=CC(=CC=C1)C(F)(F)F)=O)N1C(N(C2=NC(=NC=C2C1)SC)C)=O